CC1(OC(C(C(O1)=O)=C(C)[C@@H]1CC[C@H](CC1)NC(OC(C)(C)C)=O)=O)C tert-butyl (trans-4-(1-(2,2-dimethyl-4,6-dioxo-1,3-dioxane-5-ylidene)ethyl)cyclohexyl)carbamate